CC(C)(\C=C\C[C@@H](C)[C@H]1CC[C@H]2[C@@H]3CC=C4C[C@H](CC[C@]4(C)[C@H]3CC[C@]12C)O)O (23E)-cholesta-5(6),23(24)-diene-3β,25-diol